2-(2-fluoro-6-methoxyphenyl)-6-((4-((S)-3-hydroxypiperidin-1-yl)-5-(1-(tetrahydro-2H-pyran-4-yl)-1H-pyrazol-4-yl)pyridin-2-yl)amino)nicotinic acid FC1=C(C(=CC=C1)OC)C1=C(C(=O)O)C=CC(=N1)NC1=NC=C(C(=C1)N1C[C@H](CCC1)O)C=1C=NN(C1)C1CCOCC1